(+/-)-1-(7-bromo-5-(3,3,3-trifluoropropyl)-2,5-dihydrobenzo[b]oxepin-9-yl)-3-(p-tolyl)urea BrC1=CC2=C(OCC=C[C@H]2CCC(F)(F)F)C(=C1)NC(=O)NC1=CC=C(C=C1)C |r|